FC=1C=C2C(=C(/C(/C2=CC1)=C/C1=CC=C(C=C1)C(F)(F)F)CC1=CC=C(C=C1)OC1=CC=C(C=C1)F)CC(=O)O (Z)-2-(5-Fluoro-2-(4-(4-fluorophenoxy)benzyl)-1-(4-(trifluoromethyl)-benzylidene)-1H-inden-3-yl)acetic acid